3-{[(3S)-9-fluoro-2-oxo-5-phenyl-1,3-dihydro-1,4-benzodiazepin-3-yl]carbamoyl}pyrazolo[1,5-a]pyrimidin FC1=CC=CC=2C(=N[C@@H](C(NC21)=O)NC(=O)C=2C=NN1C2N=CC=C1)C1=CC=CC=C1